1-(3-chlorobenzeneamido)piperazine-2,5-dione ClC=1C=C(C=CC1)C(=O)NN1C(CNC(C1)=O)=O